dieicosyl itaconate C(C(=C)CC(=O)OCCCCCCCCCCCCCCCCCCCC)(=O)OCCCCCCCCCCCCCCCCCCCC